BrC1=CC(=C(C(=C1)C)N1C[C@H](N[C@H](C1)C)C)C (3R,5S)-1-(4-Bromo-2,6-dimethyl-phenyl)-3,5-dimethyl-piperazine